(3S)-3-(1-(2-(trifluoromethyl)phenoxy)ethyl)piperidine-1-carboxylic acid tert-butyl ester C(C)(C)(C)OC(=O)N1C[C@H](CCC1)C(C)OC1=C(C=CC=C1)C(F)(F)F